C(CC)NCCC Di-n-Propyl-Amin